C(C)OC(=O)C=1C=NN(C1C(F)(F)F)C1=C(C=[N+](C=C1)[O-])C 4-(4-(ethoxycarbonyl)-5-(trifluoromethyl)-1H-pyrazol-1-yl)-3-methylpyridine 1-oxide